C(C)(C)(C)C=1N=C(SC1)C(C(=O)NC)(C)C1=CC=C(C=C1)CC(C)C (4-(tert-butyl)thiazol-2-yl)-2-(4-isobutylphenyl)-N-methylpropanamide